N-[6-[1,5-bis(fluoromethyl)-8-oxabicyclo[3.2.1]octan-3-yl]-2-(4,4-dimethylcyclohexen-1-yl)-3-pyridyl]-5-cyano-1H-imidazole-2-carboxamide FCC12CC(CC(CC1)(O2)CF)C2=CC=C(C(=N2)C2=CCC(CC2)(C)C)NC(=O)C=2NC(=CN2)C#N